(2Z,5'S)-2-[5'-[(Tert-Butyldimethylsilyl)Oxy]-2'-Methylenecyclohexylidene]Ethanol [Si](C)(C)(C(C)(C)C)OC1CCC(\C(\C1)=C/CO)=C